4-pyrrolidinophenylborate N1(CCCC1)C1=CC=C(C=C1)OB([O-])[O-]